7-amino-3-chloro-5-((2-(6-(1-hydroxy-2-methylpropan-2-yl)pyridin-2-yl)ethyl)amino)-2-methylpyrazolo[1,5-a]pyrimidine-6-carbonitrile NC1=C(C(=NC=2N1N=C(C2Cl)C)NCCC2=NC(=CC=C2)C(CO)(C)C)C#N